Chloro-6-{[4-(trifluoromethyl)benzyl]amino}-9-(tetrahydro-2H-pyran-2-yl)-9H-purine ClC1=NC(=C2N=CN(C2=N1)C1OCCCC1)NCC1=CC=C(C=C1)C(F)(F)F